5-(6-(methyl(2,2,6,6-tetramethylpiperidin-4-yl)amino)pyridazin-3-yl)-2,3-dihydro-1H-indene-1,6-diol CN(C1=CC=C(N=N1)C=1C=C2CCC(C2=CC1O)O)C1CC(NC(C1)(C)C)(C)C